[14C](C1=CC=CC=C1)(=O)O [14C]-Benzoic Acid